2-(4,4-Difluoropiperidin-1-yl)-N-(4-hydroxypyrimidin-2-yl)-5-(trifluoromethyl)nicotinamide FC1(CCN(CC1)C1=C(C(=O)NC2=NC=CC(=N2)O)C=C(C=N1)C(F)(F)F)F